BrC1=CC(=C(C=C1)O)C1OCCO1 4-bromo-2-(1,3-dioxolan-2-yl)phenol